N4-[2-(6-methyl-2-pyridyl)pyrimidin-4-yl]-N2-(4-piperazin-1-ylphenyl)pyrimidine-2,4-diamine CC1=CC=CC(=N1)C1=NC=CC(=N1)NC1=NC(=NC=C1)NC1=CC=C(C=C1)N1CCNCC1